2-((1-(2-(4-(4-acetylpiperazin-1-yl)phenyl)-3,6-dimethyl-4-oxo-4H-chromen-8-yl)ethyl)amino)benzoic acid C(C)(=O)N1CCN(CC1)C1=CC=C(C=C1)C=1OC2=C(C=C(C=C2C(C1C)=O)C)C(C)NC1=C(C(=O)O)C=CC=C1